(S)-5-(4-(6-(benzyloxy)pyridin-2-yl)piperidin-1-yl)-1,2,4,5-tetrahydrobenzo[4,5]imidazo[1,2-d][1,4]oxazepin-9-carboxylic acid C(C1=CC=CC=C1)OC1=CC=CC(=N1)C1CCN(CC1)[C@H]1C=2N(CCOC1)C1=C(N2)C=CC(=C1)C(=O)O